OC1(CN(CC1)C(=O)C1=CC=C(C=C1)C1=CC=CN2C1=NC(=CC2=O)C(F)(F)F)C(F)(F)F 9-(4-((3-hydroxy-3-(trifluoromethyl)pyrrolidin-1-yl)carbonyl)phenyl)-2-(trifluoromethyl)-4H-pyrido[1,2-a]pyrimidin-4-one